ClC1=NC=C(C(=C1)C1=C(C=NC(=C1)C)C(=O)NC=1SC2=C(N1)CN(C2)C(C2=NC=C(C=C2Cl)C(C)(F)F)=O)OC 2'-chloro-N-(5-(3-chloro-5-(1,1-difluoro-ethyl)picolinoyl)-5,6-dihydro-4H-pyrrolo[3,4-d]thiazol-2-yl)-5'-methoxy-6-methyl-[4,4'-bipyridine]-3-carboxamide